tert-butyl (2S)-4-(2-bromo-5-oxo-4,5-dihydropyrazolo[1,5-a]pyrimidin-7-yl)-2-methylpiperidine-1-carboxylate BrC1=NN2C(NC(C=C2C2C[C@@H](N(CC2)C(=O)OC(C)(C)C)C)=O)=C1